CN1C(C(C=2C=C3C(=NN=C(C3=CC21)C)N[C@H](C)C2=C(C(=CC=C2)C(C(C)(C)O)(F)F)F)(C)C)=O 1,3,3,8-tetramethyl-5-[[(1R)-1-[3-(1,1-difluoro-2-hydroxy-2-methyl-propyl)-2-fluoro-phenyl]ethyl]amino]pyrrolo[3,2-g]phthalazin-2-one